tert-butyl (5-(8-aminoimidazo[1,2-a]pyridin-5-yl)-7-(2-methoxyethyl)-7H-pyrrolo[2,3-d]pyrimidin-4-yl)(tert-butoxycarbonyl)carbamate NC=1C=2N(C(=CC1)C1=CN(C=3N=CN=C(C31)N(C(OC(C)(C)C)=O)C(=O)OC(C)(C)C)CCOC)C=CN2